tert-butyl ((1S)-2-((5-(1-(5,5-difluoro-2-oxopiperidin-1-yl)-2-((S)-2-(fluoromethyl)morpholino)ethyl)thiazol-2-yl)amino)-1-((1r,4S)-4-methylcyclohexyl)-2-oxoethyl)carbamate FC1(CCC(N(C1)C(CN1C[C@H](OCC1)CF)C1=CN=C(S1)NC([C@H](C1CCC(CC1)C)NC(OC(C)(C)C)=O)=O)=O)F